C1NCCC2=CC=C(C=C12)C=1C=C2C(=NC1)NN=C2C2=CC1=C(C(NCCO1)=O)C=C2 8-(5-(1,2,3,4-tetrahydroisoquinolin-7-yl)-1H-pyrazolo[3,4-b]pyridin-3-yl)-3,4-dihydrobenzo[f][1,4]oxazepin-5(2H)-one